isocyanatopropyltriethoxy-silane N(=C=O)CCC[Si](OCC)(OCC)OCC